O[C@H]1[C@H](O)[C@@H](O)[C@@H](O)[C@H](O1)CO β-galactose